cyano-[9-(5-fluoro-pyridin-2-yl)-6-oxa-spiro[4.5]decan-9-yl]-acetic acid ethyl ester C(C)OC(C(C1(CCOC2(CCCC2)C1)C1=NC=C(C=C1)F)C#N)=O